C1(=CC=C(C=C1)C1=CC(OCC1)=O)C1=CC=CC=C1 4-([1,1'-biphenyl]-4-yl)-5,6-dihydro-2H-pyran-2-one